(6-methoxy-1,3-dioxo-1,3-dihydroisobenzofuran-5-yl)-2-(trifluoromethoxy)benzenesulfonamide COC1=C(C=C2C(OC(C2=C1)=O)=O)C=1C(=C(C=CC1)S(=O)(=O)N)OC(F)(F)F